6-(3-pyridin-3-yl-propoxy)-2-thieno[3,2-c]pyridin-6-yl-3H-quinazolin-4-one N1=CC(=CC=C1)CCCOC=1C=C2C(NC(=NC2=CC1)C1=CC2=C(C=N1)C=CS2)=O